CC(C[C@@H](C(N[C@H](C=O)C[C@@H]1C(NCC1)=O)=O)NC(OC1CC2(C1)CCN(CC2)C(CC2=CC=CC=C2)=O)=O)C 7-(2-Phenylacetyl)-7-azaspiro[3.5]nonan-2-yl ((S)-4-methyl-1-oxo-1-(((S)-1-oxo-3-((R)-2-oxopyrrolidin-3-yl)propan-2-yl)amino)pentan-2-yl)carbamate